[Si](C)(C)(C(C)(C)C)O[C@H]1C[C@@H](N(C1)C(=O)OCC1=CC=CC=C1)C=1N=C2N(N=C(C=C2)Cl)C1 benzyl (2R,4S)-4-((tert-butyldimethylsilyl)oxy)-2-(6-chloroimidazo[1,2-b]pyridazin-2-yl)pyrrolidine-1-carboxylate